NC1=C2C(=NC=N1)N(N=C2C2=CC=C(C=C2)OC2=C(C(=CC=C2)OC([2H])([2H])[2H])F)[C@H]2C[C@@H](CCC2)O (1R,3R)-3-(4-amino-3-(4-(2-fluoro-3-(methoxy-d3)phenoxy)phenyl)-1H-pyrazolo[3,4-d]pyrimidin-1-yl)cyclohexanol